di-tert-butyl (6-(ditetradecylamino)-6-oxohexane-1,5-diyl)dicarbamate C(CCCCCCCCCCCCC)N(C(C(CCCCNC(OC(C)(C)C)=O)NC(OC(C)(C)C)=O)=O)CCCCCCCCCCCCCC